tert-Butyl 4-(6-(3-methoxyphenyl)-5,7-dimethyl-1-oxo-1H-pyrrolo[3,4-d]pyridazin-2(6H)-yl)benzyl(methyl)carbamate COC=1C=C(C=CC1)N1C(=C2C(N(N=CC2=C1C)C1=CC=C(CN(C(OC(C)(C)C)=O)C)C=C1)=O)C